BrC=1C(=C(OC2CCC(CC2)C(=O)O)C=CC1)C (1r,4r)-4-(3-bromo-2-methylphenoxy)cyclohexane-1-carboxylic acid